ClC=1C(=CC(=NC1)NCC1=CC=NN1C)C=1C=C2N(C[C@@H](N(C2=O)CC2=C(C=CC(=C2)F)CO)COC)C1 (R)-7-(5-chloro-2-(((1-methyl-1h-pyrazole-5-yl)methyl)amino)pyridine-4-yl)-2-(5-fluoro-2-(hydroxymethyl)benzyl)-3-(methoxymethyl)-3,4-dihydropyrrolo[1,2-a]pyrazine-1(2H)-one